ClC=1C=C(NC2=NC=C(C(=N2)N[C@H](CO)C2=CC=CC=C2)C=2OC=NN2)C=CC1S(=O)(=O)C (2S)-2-[[2-(3-chloro-4-methylsulfonyl-anilino)-5-(1,3,4-oxadiazol-2-yl)pyrimidin-4-yl]amino]-2-phenyl-ethanol